N-[5-(2,2-difluoroethyl)-4-methoxy-pyrimidin-2-yl]-6,7-difluoro-1H-indole-3-sulfonamide FC(CC=1C(=NC(=NC1)NS(=O)(=O)C1=CNC2=C(C(=CC=C12)F)F)OC)F